tetracosyl 3-mercaptopropionate SCCC(=O)OCCCCCCCCCCCCCCCCCCCCCCCC